C(C)(C)(C)OC(=O)N1C[C@H]([C@@H](CC1)N1N=C(C2=CC=CC=C12)Br)F.C1(=CC(=CC=C1)ONC1=CC=CC=C1)ONC1=CC=CC=C1 |r| (1,3-Phenylenedioxy)dianiline tert-butyl-rac-(3R,4R)-4-(3-bromoindazol-1-yl)-3-fluoro-piperidine-1-carboxylate